methyl(1-oxopropyl)phosphinate CP([O-])(=O)C(CC)=O